tert-butyl 3-(2-oxopyrrolidin-1-yl)indole-1-carboxylate O=C1N(CCC1)C1=CN(C2=CC=CC=C12)C(=O)OC(C)(C)C